FC1=CC=C(C=C1)N1CC[C@@H]2CN(CC[C@@H]21)C2=C(C(N(C1=CC=C(N=C21)Cl)C)=O)C#N 4-[(3aR,7aS)-1-(4-fluorophenyl)-3,3a,4,6,7,7a-hexahydro-2H-pyrrolo[3,2-c]pyridin-5-yl]-6-chloro-1-methyl-2-oxo-1,5-naphthyridine-3-carbonitrile